C(#N)C1=CC=C(C=C1)C1=CC=C(OCCCCCCCCCCOC(=O)C=2C=C(C=CC2OC(=O)C2=CC3=CC=C(C=C3C=C2)OCCCOCC=C)OC(=O)C2=CC3=CC=C(C=C3C=C2)OCCCOCC=C)C=C1 6-(3-prop-2-enyloxypropoxy)naphthalene-2-carboxylic acid [3-[10-[4-(4-cyanophenyl) phenoxy] decyloxycarbonyl]-4-[6-(3-prop-2-enyloxypropoxy) naphthalene-2-carbonyl] oxy-phenyl] ester